ClC1=C(C=C(C=C1)C#CC1=CN(C2=NC=C(C=C21)NC(C=C)=O)C)F N-(3-((4-Chloro-3-fluorophenyl)ethynyl)-1-methyl-1H-pyrrolo[2,3-b]pyridin-5-yl)acrylamide